2,4-dibromo-1-[(2-ethoxy)ethoxy]benzene BrC1=C(C=CC(=C1)Br)OCCOCC